N-((5-(1H-pyrazol-4-yl)-1,3,4-thiadiazol-2-yl)methyl)-1-(2,6-dimethylpyridin-3-yl)-1H-1,2,3-triazole-4-carboxamide N1N=CC(=C1)C1=NN=C(S1)CNC(=O)C=1N=NN(C1)C=1C(=NC(=CC1)C)C